FC(F)(F)C=1C(=NC=CN1)C(F)(F)F bistrifluoromethylpyrazine